C1(=CC(=CC=C1)C=1OCCN1)C=1OCCN1 1,3-Phenylenbis-2-oxazolin